6-(4-chlorophenyl)-5-phenyl-N-(1-piperidinylsulfonyl)-4,5-dihydro-3H-pyridazine-2-carboxamide ClC1=CC=C(C=C1)C=1C(CCN(N1)C(=O)NS(=O)(=O)N1CCCCC1)C1=CC=CC=C1